CC(CCCC(=O)OC)CCCC(CCCC(C)C)C methyl 5,9,13-trimethyltetradecanoate